3-(4-methylpyridin-2-yl)-3-(1-(trifluoromethyl)cyclopropyl)propanoic acid CC1=CC(=NC=C1)C(CC(=O)O)C1(CC1)C(F)(F)F